C(C1=CC=CC=C1)OC(=O)NC=1C=C(C=CC1C(=O)OC)C1N(CCN(C1)CC(F)F)CC1=C2C=CN(C2=C(C=C1OC)C)C(=O)OC(C)(C)C tert-Butyl 4-((2-(3-(((benzyloxy)carbonyl)amino)-4-(methoxycarbonyl)phenyl)-4-(2,2-difluoroethyl)piperazin-1-yl)methyl)-5-methoxy-7-methyl-1H-indole-1-carboxylate